7-amino-N-(2-(2,6-dioxopiperidin-3-yl)-1-oxoisoindolin-4-yl)heptanamide trifluoroacetate FC(C(=O)O)(F)F.NCCCCCCC(=O)NC1=C2CN(C(C2=CC=C1)=O)C1C(NC(CC1)=O)=O